CC=1C=C2C(=NNC(C2=CC1)=O)C1=CC=CC=C1 6-methyl-4-phenylphthalazin-1(2H)-one